CC1=C(C(=CC(=C1)C)C)[P+](C)(C)C (2,4,6-trimethylphenyl)-trimethyl-phosphonium